1-butene citrate C(CC(O)(C(=O)O)CC(=O)O)(=O)O.C=CCC